OC1(CCC(CC1)NC1=NN2C(C(=N1)O)=C(C=C2)C=2C=C1N=CC=NC1=CC2)C 2-(((1r,4r)-4-hydroxy-4-methylcyclohexyl)amino)-5-(quinoxalin-6-yl)pyrrolo[2,1-f][1,2,4]triazin-4-ol